[N-](S(=O)(=O)C(F)(F)F)S(=O)(=O)C(F)(F)F.C(C)[N+](CCCCCCC)(C)CC N,N-diethyl-N-methyl-N-heptylammonium bis(trifluoromethanesulfonyl)imide